ClC1=NN=C(C=2CCCCC12)N 4-chloro-5,6,7,8-tetrahydrophthalazin-1-amine